(2R,3S,5R)-5-(6-amino-2-fluoro-9H-purin-9-yl)-2-(hydroxymethyl)-2-((E)-prop-1-en-1-yl)tetrahydrofuran-3-ol NC1=C2N=CN(C2=NC(=N1)F)[C@H]1C[C@@H]([C@@](O1)(\C=C\C)CO)O